C(C)OC(CCC(CC\C=C/CCCCC)=O)=O (Z)-4-oxo-tridec-7-enoic acid ethyl ester